N=1C=NN2C1CN(CC2)C(=O)[O-] 5,6-dihydro-[1,2,4]triazolo[1,5-a]pyrazine-7(8H)-carboxylate